OCC1=CC=C(S1)C(CSC=1C2=C(N=C(N1)C(F)(F)F)N=CC=C2)=O 1-(5-(hydroxymethyl)thiophen-2-yl)-2-((2-(trifluoromethyl)pyrido[2,3-d]pyrimidin-4-yl)thio)ethan-1-one